2-[4-(1,1-difluoro-5-azaspiro[2.5]oct-5-yl)-3-fluoropiperidin-1-yl]-N-[(3,5-difluoropyridin-2-yl)methyl]-1,3-thiazole-5-carboxamide FC1(CC12CN(CCC2)C2C(CN(CC2)C=2SC(=CN2)C(=O)NCC2=NC=C(C=C2F)F)F)F